(4-((7-(dimethylamino)-5-methyl-[1,2,4]triazolo[1,5-a]pyrimidin-6-yl)methyl)phenyl)phosphonic acid CN(C1=C(C(=NC=2N1N=CN2)C)CC2=CC=C(C=C2)P(O)(O)=O)C